2-[4-bromo-5-fluoro-2-(2-hydroxyethyl)phenyl]acetic acid ethyl ester C(C)OC(CC1=C(C=C(C(=C1)F)Br)CCO)=O